CC(C(=O)OCOP(=O)(OC[C@H]1O[C@@](C(C1O)O)(C)N1C(NC(C=C1)=O)=O)OCOC(C(C)(C)C)=O)(C)C [2,2-dimethylpropanoyloxymethoxy-[[(2R,5R)-5-(2,4-dioxopyrimidin-1-yl)-3,4-dihydroxy-5-methyl-tetrahydrofuran-2-yl]methoxy]phosphoryl]oxymethyl 2,2-dimethylpropanoate